N1(N=CN=C1)CC(=O)O 1H-1,2,4-triazol-1-yl-acetic acid